COC(=O)C1=CNC=C1 1H-pyrrole-3-carboxylic acid methyl ester